COC1=CC=C(C(=N1)C=O)C (6-methoxy-3-methyl-2-pyridyl)methanone